COC([C@H]1N(CCC1)CC=1C(=CC2=C(N=C(O2)C=2C(=C(C=CC2)C2=C(C(=CC=C2)C=2OC3=C(N2)C=C(C(=C3)OC(F)F)CCl)C)C)C1)OC(F)F)=O ((2-(3'-(5-(chloromethyl)-6-(difluoromethoxy)benzo[d]oxazol-2-yl)-2,2'-dimethyl-[1,1'-biphenyl]-3-yl)-6-(difluoromethoxy)benzo[d]oxazol-5-yl)methyl)-L-proline methyl ester